methyl 2-((2S,6S) or (2R,6R)-6-(2-ethyl-6-(5-(hydroxymethyl)-1-methyl-1H-1,2,3-triazol-4-yl)pyridin-3-yl)tetrahydro-2H-pyran-2-yl)acetate C(C)C1=NC(=CC=C1[C@@H]1CCC[C@H](O1)CC(=O)OC)C=1N=NN(C1CO)C |o1:8,12|